C1(=CC=CS1)CN(C(=O)OCOCOC=1C=CC=C(C1)N(C)C)CC1=CC=CS1 5-[bis(thenyl)aminocarbonyloxymethoxymethoxy]dimethylaminobenzene